N1-(3-{[3-(2,6-difluoroanilino)-6-quinoxalinyl]amino}-2,4-difluorophenyl)-1-propanesulfonamide FC1=C(NC=2C=NC3=CC=C(C=C3N2)NC=2C(=C(C=CC2F)NS(=O)(=O)CCC)F)C(=CC=C1)F